C(C(=C)C)(=O)OC(CC[Si](OC)(OC)C)CCCCC 3-methacryloxyoctylmethyldimethoxysilane